2-((2-(trifluoromethyl)pyridin-4-yl)oxy)-7-azaspiro[3.5]nonane hydrochloride Cl.FC(C1=NC=CC(=C1)OC1CC2(C1)CCNCC2)(F)F